(pyridine) copper (II) bis(trifluoromethanesulfonate) FC(S(=O)(=O)[O-])(F)F.FC(S(=O)(=O)[O-])(F)F.[Cu+2].N1=CC=CC=C1